Tert-Butyl 4-(4-(((2-(2,6-Dioxopiperidin-3-yl)-1,3-dioxoisoindolin-4-yl)amino)methyl)-1H-1,2,3-triazol-1-yl)piperidine-1-carboxylate O=C1NC(CCC1N1C(C2=CC=CC(=C2C1=O)NCC=1N=NN(C1)C1CCN(CC1)C(=O)OC(C)(C)C)=O)=O